10-oxodecanoic acid O=CCCCCCCCCC(=O)O